C(C)(=O)N1C[C@@H](CC[C@@H]1C)C(=O)N (3R,6S)-1-acetyl-6-methylpiperidine-3-carboxamide